C(C)(C)(C)OC(=O)N1[C@@H](C[C@@H](C1)NCC1=CC=C(C=C1)C1=CC=C(C=C1)C(F)(F)F)C(=O)O (2S,4S)-1-(tert-butoxycarbonyl)-4-(((4'-(trifluoromethyl)-[1,1'-biphenyl]-4-yl)methyl)amino)pyrrolidine-2-carboxylic acid